(2S,4S)-4-(tert-butylcarbonylamino)-5-ethoxy-2-methyl-5-oxovaleronitrile C(C)(C)(C)C(=O)N[C@@H](C[C@@H](C#N)C)C(=O)OCC